BrC=1C(=NC(=C2C=CC=NC12)I)Cl 8-bromo-7-chloro-5-iodo-1,6-naphthyridine